ClC=1C=C(C=C2C=C(N=CC12)NC(=O)[C@H]1[C@@H](C1)C#N)N1C([C@@H](CC1)O)=O trans-N-[8-chloro-6-[(3R)-3-hydroxy-2-oxo-pyrrolidin-1-yl]-3-isoquinolinyl]-2-cyano-cyclopropanecarboxamide